O=C[C@@H](C[C@H]1C(NCCC1)=O)C12C(NCC2C1)C(=O)N ((S)-1-oxo-3-((S)-2-oxopiperidin-3-yl)propan-2-yl)-3-azabicyclo[3.1.0]hexane-2-carboxamide